4-cyclohexylproline C1(CCCCC1)C1C[C@H](NC1)C(=O)O